(1R,5S,6r)-6-[(Z)-chloro(hydroxyimino)methyl]-3-azabicyclo[3.1.0]Hexane-3-carboxylic acid Cl\C(\C1[C@H]2CN(C[C@@H]12)C(=O)O)=N/O